N1(CCNCCC1)C=1N=C(C2=C(N1)C=CS2)N2CC(C2)C(=O)NC(C)(C)C2=CN=C1N2C=CC=C1 1-(2-(1,4-diazepan-1-yl)thieno[3,2-d]pyrimidin-4-yl)-N-(2-(imidazo[1,2-a]pyridin-3-yl)propan-2-yl)azetidine-3-carboxamide